FC1=CC=C(C=N1)C=1C=C2C(=CN(C2=CC1)CC(=O)N1[C@@H]2CC[C@H]([C@H]1C(NC1=NC(=CC=C1)C)=O)C2)C(=O)N 5-(6-Fluoropyridin-3-yl)-1-(2-((1R,3S,4S)-3-(6-methylpyridin-2-ylcarbamoyl)-2-azabicyclo[2.2.1]heptan-2-yl)-2-oxoethyl)-1H-indole-3-carboxamide